COC=1C(=CC2=CN(N=C2C1)C1CCC(CC1)NC(OC(C)(C)C)=O)C(NC=1C(N(C=CC1)C)=O)=O tert-Butyl ((1r,4r)-4-(6-methoxy-5-((1-methyl-2-oxo-1,2-dihydropyridin-3-yl)carbamoyl)-2H-indazol-2-yl)cyclohexyl)carbamate